((6-chloro-4-(4-(hydroxymethyl)-4-methylpiperidin-1-yl)pyridin-3-yl)ethynyl)cyclobutan-1-ol ClC1=CC(=C(C=N1)C#CC1(CCC1)O)N1CCC(CC1)(C)CO